C(C)(C)N1C2=C(OCC1)C=C(C=C2C2=CC=NN2)C(=O)NC2=CC=C(C=C2)OC(F)(F)F 4-isopropyl-5-(1H-pyrazol-5-yl)-N-(4-(trifluoromethoxy)phenyl)-3,4-dihydro-2H-benzo[b][1,4]oxazine-7-carboxamide